BrC1=C(C=C2C(=NC(=NC2=C1F)Cl)N1[C@H](CN(CC1)C(=O)OCC1=CC=CC=C1)C)Cl (S)-benzyl 4-(7-bromo-2,6-dichloro-8-fluoroquinazolin-4-yl)-3-methylpiperazine-1-carboxylate